C(C1=CC=CC=C1)C1C(N(CC1=O)C(=O)O)(C(=O)O)CC1=CC=CC=C1 dibenzyl-4-oxopyrrolidine-1,2-dicarboxylic acid